C1(CCCCC1)NC(N(CCOC(F)(F)F)N=O)=O 3-Cyclohexyl-1-nitroso-1-(2-(trifluoromethoxy)ethyl)urea